OC(=O)C(F)(F)F.C1(CCCC1)NN cyclopentylhydrazine-TFA salt